5-(4'-bromo-2',6'-dimethyl-[1,1'-biphenyl]-4-carbonyl)thiophene-2-carboxylic acid BrC1=CC(=C(C(=C1)C)C1=CC=C(C=C1)C(=O)C1=CC=C(S1)C(=O)O)C